p-guanylbenzonitrile hydrochloride Cl.C(N)(=N)C1=CC=C(C#N)C=C1